3,3-dicyclopropyl-N-[4-(3,5-dimethyl-1H-pyrazol-4-yl)phenyl]-2-[5-(2,5-dimethylpyrazol-3-yl)-4H-1,2,4-triazol-3-yl]propanamide C1(CC1)C(C(C(=O)NC1=CC=C(C=C1)C=1C(=NNC1C)C)C1=NN=C(N1)C=1N(N=C(C1)C)C)C1CC1